P(=O)(OCCN(CCN(CCN(CCOCCNCCNC)CC#C)CC#C)CC#C)(OCC[N+](C)(C)C)[O-] 11,14,17-tri(prop-2-yn-1-yl)-8-oxa-2,5,11,14,17-pentaazanonadecan-19-yl (2-(trimethylammonio)ethyl) phosphate